2-(6-(cyclopropyl-(2,2,6,6-tetramethyl-piperidin-4-yl)amino)-pyridazin-3-yl)-5-(1H-pyrazol-4-yl)phenol C1(CC1)N(C1=CC=C(N=N1)C1=C(C=C(C=C1)C=1C=NNC1)O)C1CC(NC(C1)(C)C)(C)C